(6-fluoro-1-allyl-2-oxoindolin-3-ylidene)hydrazinodithio-carboxylic acid methyl ester CSC(=S)NN=C1C(N(C2=CC(=CC=C12)F)CC=C)=O